(E)-4-(dimethylamino)-1-(3-(5-methylthiazole-2-carbonyl)-3,6-diazabicyclo[3.1.1]heptan-6-yl)but-2-en-1-one CN(C/C=C/C(=O)N1C2CN(CC1C2)C(=O)C=2SC(=CN2)C)C